CC1(CCN(CC1)C(=O)N1N=C(C=C1)C(=O)O)N(CC1=C(C=C(C=C1)C(F)(F)F)N1CCOCC1)C 1-(4-methyl-4-(methyl-(2-morpholino-4-(trifluoromethyl)benzyl)amino)piperidine-1-carbonyl)-1H-pyrazole-3-carboxylic acid